NCC1CCC(CC1)(O)C 4-(aminomethyl)-1-methylcyclohexan-1-ol